FC(C1=CC=C(C=C1)C1(CCC1)OC(/C=C/C(=O)O)=O)F (E)-4-(1-(4-(difluoromethyl)phenyl)cyclobutoxy)-4-oxobut-2-enoic acid